FC1=CC=C(COC2=CC=C(C=N2)CNC(OC(C)(C)C)=O)C=C1 tert-Butyl ((6-((4-fluorobenzyl)oxy)pyridin-3-yl)methyl)carbamate